C(=O)=C1N=NC(C1)=C=O 3,5-dicarbonylpyrazole